OC(C)(C)C1=CC=CC(=N1)N1N(C(C=2C1=NC(=NC2)SC)=O)CCOC 1-[6-(1-Hydroxy-1-methyl-ethyl)-2-pyridyl]-2-(2-methoxyethyl)-6-methylsulfanyl-pyrazolo[3,4-d]pyrimidin-3-one